3-amino-2-(1H-tetrazol-5-yl)-acrylic acid ethyl ester C(C)OC(C(=CN)C1=NN=NN1)=O